(1S,4R)-2-norbornene-2-carboxylic acid ethyl ester C(C)OC(=O)C=1[C@H]2CC[C@@H](C1)C2